C(C)(C)(C)C=1C=C(C=C(C1O)C(C)(C)C)C(C(C(=O)OCC(CO)(CO)CO)(C1=CC(=C(C(=C1)C(C)(C)C)O)C(C)(C)C)C1=CC(=C(C(=C1)C(C)(C)C)O)C(C)(C)C)C1=CC(=C(C(=C1)C(C)(C)C)O)C(C)(C)C pentaerythritol tetrakis[3,5-di-tert-butyl-4-hydroxyphenyl]propionate